C(CCCCCC)C1=CC(=NC=C1)C1=NC=CC(=C1)CCCCCCC 4,4'-diheptyl-bipyridyl